5-Fluoro-1H-benzo[d][1,2,3]triazole-6-carboxylic acid FC1=CC2=C(NN=N2)C=C1C(=O)O